1-(4-acetamidobutyl)-2-(1-ethyl-3-methyl-1H-pyrazole-5-carboxamido)-1H-benzo[d]imidazole-5-carboxamide C(C)(=O)NCCCCN1C(=NC2=C1C=CC(=C2)C(=O)N)NC(=O)C2=CC(=NN2CC)C